1-(4-((4-([1,2,4]triazolo[1,5-a]pyridin-6-yloxy)-3-methylphenyl)amino)-5,8-dihydropyrido[4',3':4,5]thieno[2,3-d]pyrimidin-7(6H)-yl)prop-2-en-1-one N=1C=NN2C1C=CC(=C2)OC2=C(C=C(C=C2)NC=2C1=C(N=CN2)SC2=C1CCN(C2)C(C=C)=O)C